(E)-2-cyclopentyl-N-methyl-N-(3-(methylsulfonyl)allyl)-4-phenoxypyrimidine-5-carboxamide C1(CCCC1)C1=NC=C(C(=N1)OC1=CC=CC=C1)C(=O)N(C\C=C\S(=O)(=O)C)C